[2H]C(C(C)C)([2H])C1=NC=CC=2C(=CC3=C(C12)CCC3)S(=O)(=O)N (1,1-dideuterio-2-methyl-propyl)-8,9-dihydro-7H-cyclopenta[h]isoquinoline-5-sulfonamide